C(C)(C)OC1=NC=2N(C=C1C(=O)NC=1C(=NC=CC1)OC)C=C(N2)[C@]21CO[C@](CC2)(C1)C 7-isopropoxy-N-(2-methoxypyridin-3-yl)-2-((1R,4S)-1-methyl-2-oxabicyclo[2.2.1]hept-4-yl)imidazo[1,2-a]pyrimidine-6-carboxamide